N-(3-chloro-4-iodopyridin-2-yl)-N-(propylsulfonyl)propane-1-sulfonamide ClC=1C(=NC=CC1I)N(S(=O)(=O)CCC)S(=O)(=O)CCC